(R)-N-((R)-2-(difluoromethoxy)-1-(3-(difluoromethoxy)phenyl)ethyl)-3-(3,3-dimethylcyclobutyl)-3-hydroxypropionamide FC(OC[C@@H](C1=CC(=CC=C1)OC(F)F)NC(C[C@@H](O)C1CC(C1)(C)C)=O)F